C(OCC)(OC(F)(F)F)=O (ethyl) trifluoromethyl carbonate